dimethylsilyl-bis(diethylcyclopentadienyl)zirconium diiodide [I-].[I-].C[SiH](C)[Zr+2](C1(C(=CC=C1)CC)CC)C1(C(=CC=C1)CC)CC